4-(((6S,9S)-1-(benzylcarbamoyl)-2,9-dimethyl-4,7-dioxo-8-(quinolin-8-ylmethyl)octahydro-1H-pyrazino[2,1-c][1,2,4]triazin-6-yl)methyl)phenyl dihydrogen phosphate P(=O)(OC1=CC=C(C=C1)C[C@H]1C(N([C@H](C2N(N(CC(N21)=O)C)C(NCC2=CC=CC=C2)=O)C)CC=2C=CC=C1C=CC=NC21)=O)(O)O